4-chloro-2-(1-methylacridin-3-yl)-1-p-toluenesulfonyl-1H-pyrrole ClC=1C=C(N(C1)S(=O)(=O)C1=CC=C(C)C=C1)C=1C=C(C2=CC3=CC=CC=C3N=C2C1)C